4-(4-(1-(4-(4-(2,6-dioxopiperidin-3-yl)phenyl)cyclohexyl)piperidin-4-yl)-piperazin-1-yl)-2-((S)-1-(3-ethoxy-4-methoxyphenyl)-2-(methylsulfonyl)ethyl)isoindoline-1,3-dione O=C1NC(CCC1C1=CC=C(C=C1)C1CCC(CC1)N1CCC(CC1)N1CCN(CC1)C1=C2C(N(C(C2=CC=C1)=O)[C@H](CS(=O)(=O)C)C1=CC(=C(C=C1)OC)OCC)=O)=O